2-amino-2-[6-[bis[(2,4-dimethoxyphenyl)methyl]amino]-8-methyl-1,5-naphthyridin-3-yl]acetonitrile NC(C#N)C=1C=NC2=C(C=C(N=C2C1)N(CC1=C(C=C(C=C1)OC)OC)CC1=C(C=C(C=C1)OC)OC)C